(R)-5-(2-fluoro-4-(3-oxo-5-phenyl-5,6-dihydrooxazolo[2,3-c][1,2,4]triazol-2(3H)-yl)phenoxy)-4-methylthiazole-2-carboxamide FC1=C(OC2=C(N=C(S2)C(=O)N)C)C=CC(=C1)N1N=C2N(C1=O)[C@@H](CO2)C2=CC=CC=C2